ClC1=C(C=C2C=C(N=NC2=C1)C1=C(C=CC=C1)OCOC)C=O 7-chloro-3-[2-(methoxymethoxy)phenyl]cinnoline-6-carbaldehyde